2,2-dichloro-1,1-dimethoxyethane ClC(C(OC)OC)Cl